N[C@@H](CC1=CC=C(C=C1)OC1=CC=C(C=C1)O)C(=O)I thyronine iodide